[5-(4-chlorobenzamido)-2-[(4-chlorophenyl)methyl]-3-oxo-1,2,4-thiadiazolidin-4-yl]methyl 2-[(2S)-2,6-bis({[(tert-butoxy)carbonyl]amino}) hexanamido]acetate C(C)(C)(C)OC(=O)N[C@H](C(=O)NCC(=O)OCN1C(N(SC1NC(C1=CC=C(C=C1)Cl)=O)CC1=CC=C(C=C1)Cl)=O)CCCCNC(=O)OC(C)(C)C